tert-butyl N-[(1S)-1-{4-[1-(2H3)methyl-4-nitro-1H-pyrazol-5-yl]pyridin-2-yl}but-3-en-1-yl]carbamate C(N1N=CC(=C1C1=CC(=NC=C1)[C@H](CC=C)NC(OC(C)(C)C)=O)[N+](=O)[O-])([2H])([2H])[2H]